1,3-bis-(4'-azidobenzylidene)-acetone N(=[N+]=[N-])C1=CC=C(C=CC(=O)C=CC2=CC=C(C=C2)N=[N+]=[N-])C=C1